N-(1-(3-chlorophenyl)-2-hydroxyethyl)-1-(5-methyl-2-((4-(methyl-carbamoyl)phenyl)amino)pyrimidin-4-yl)-1H-pyrrole-3-carboxamide ClC=1C=C(C=CC1)C(CO)NC(=O)C1=CN(C=C1)C1=NC(=NC=C1C)NC1=CC=C(C=C1)C(NC)=O